2,2,6,6-tetramethylpiperidin-1-id Lithium chlorid [Cl-].[Li+].CC1([N-]C(CCC1)(C)C)C